(2S,4R)-1-[(R)-2-amino-5-((S)-2-methyl-piperazin-1-yl)-5-oxo-pentanoyl]-4-(4-methoxy-benzyl)-pyrrolidine-2-carboxylic acid (1-methyl-1H-benzotriazol-5-ylmethyl)-amide CN1N=NC2=C1C=CC(=C2)CNC(=O)[C@H]2N(C[C@@H](C2)CC2=CC=C(C=C2)OC)C([C@@H](CCC(=O)N2[C@H](CNCC2)C)N)=O